4-(4-[3-Cyano-4-[(3-fluoropyridin-2-yl)methoxy]pyrazolo[1,5-a]pyridin-6-yl]-5-methyl-pyrazol-1-yl)piperidine-1-carbonitrile C(#N)C=1C=NN2C1C(=CC(=C2)C=2C=NN(C2C)C2CCN(CC2)C#N)OCC2=NC=CC=C2F